NC1=NC(=C(C=2N1C(N(N2)CC2=NC(=C(C=C2)F)N)=O)C2=CC(=NC(=C2)OC)CO)C2=CC=CC=C2 5-amino-2-[(6-amino-5-fluoro-2-pyridyl)methyl]-8-[2-(hydroxymethyl)-6-methoxy-4-pyridyl]-7-phenyl-[1,2,4]triazolo[4,3-c]pyrimidin-3-one